C1(=CC(=CC(=C1)CCCCCCCCCC=CCCCCCCCCN)CCCCCCCCCC=CCCCCCCCCN)CCCCCCCCCC=CCCCCCCCCN N'-[benzene-1,3,5-triyltris(methylene)]tris(9-octadecene-1-amine)